(R)-2-((5-ethoxypyridin-2-yl)oxy)-N-methylpropan-1-amine C(C)OC=1C=CC(=NC1)O[C@@H](CNC)C